OC[C@H]1N(C=C(C1)C1=CC=C(C=C1)OC)C(=O)C1=C(C=C(C(=C1)OC)O[Si](C(C)C)(C(C)C)C(C)C)NC(OCC=C)=O Prop-2-en-1-yl (2-{[(2S)-2-(hydroxymethyl)-4-(4-methoxyphenyl)-2,3-dihydro-1H-pyrrol-1-yl]carbonyl}-4-methoxy-5-{[tri(propan-2-yl)silyl]oxy}phenyl)carbamate